(S)-7-chloro-N-(1-(6,7-difluoro-1-oxo-1,2-dihydroisoquinolin-4-yl)ethyl)-N-methylindolizine-2-carboxamide ClC=1C=CN2C=C(C=C2C1)C(=O)N(C)[C@@H](C)C1=CNC(C2=CC(=C(C=C12)F)F)=O